BrC=1C(=C(\C=N\[S@@](=O)C(C)(C)C)C=CC1)F (s,E)-N-(3-bromo-2-fluorobenzylidene)-2-methylpropane-2-sulfinamide